3-(3H-[1,2,3]Triazolo[4,5-b]pyridin-5-yl)-N-(3-fluoro-4-((pyridin-2-ylmethoxy)methyl)-phenyl)benzamide N1=NNC2=NC(=CC=C21)C=2C=C(C(=O)NC1=CC(=C(C=C1)COCC1=NC=CC=C1)F)C=CC2